The molecule is a glycinyl ester obtained by formal condensation of the carboxy group of glycinne with the 3'-hydroxy group of AMP. It has a role as a bacterial metabolite and a Mycoplasma genitalium metabolite. It is an adenosine 5'-phosphate, a glycinyl ester and a purine ribonucleoside 5'-monophosphate. It derives from an adenosine 5'-monophosphate. C1=NC(=C2C(=N1)N(C=N2)[C@H]3[C@@H]([C@@H]([C@H](O3)COP(=O)(O)O)OC(=O)CN)O)N